4-[N-(2,2-difluoroethyl)-2-fluoro-3-[2-(1-methylcyclopropyl)ethynyl]anilino]-5-fluoro-1H-quinazolin-2-one FC(CN(C1=C(C(=CC=C1)C#CC1(CC1)C)F)C1=NC(NC2=CC=CC(=C12)F)=O)F